C12C(C(C(C=C1)C2)C(=O)N)C(=O)N bicyclo[2.2.1]hept-5-ene-2,3-dicarbamide